N-((2R)-1-(7-(1H-indazol-5-yl)-9-methyl-3,9-diazaspiro[5.5]undecan-3-yl)-3-methyl-1-oxobutan-2-yl)-2-fluoro-5-(trifluoromethyl)benzamide N1N=CC2=CC(=CC=C12)C1C2(CCN(CC2)C([C@@H](C(C)C)NC(C2=C(C=CC(=C2)C(F)(F)F)F)=O)=O)CCN(C1)C